CC1=CC=C(C=C1)C1CCNCC1 4-(4-methylphenyl)piperidine